methyl (R)-(5-(5-(methoxymethyl)-1,2,4-oxadiazol-3-yl)-2,3-dihydro-1H-inden-1-yl)carbamate COCC1=NC(=NO1)C=1C=C2CC[C@H](C2=CC1)NC(OC)=O